(S)-1-(3,4-difluorophenyl)-5-(1-((1r,4S)-4-hydroxycyclohexyl)-5-(3-(hydroxymethyl)-5-methylisoxazol-4-yl)-1H-benzo[d]imidazol-2-yl)pyrrolidin-2-one FC=1C=C(C=CC1F)N1C(CC[C@H]1C1=NC2=C(N1C1CCC(CC1)O)C=CC(=C2)C=2C(=NOC2C)CO)=O